FC=1C(=NC(=NC1)C=C)NC=1C2=C(NN1)C(N(C2)C(=O)OC(C)(C)C)(C)C Tert-Butyl 3-[(5-fluoro-2-vinylpyrimidin-4-yl)amino]-6,6-dimethyl-4,6-dihydropyrrolo[3,4-c]pyrazole-5(1H)-carboxylate